5-((R)-3-(((1-(2-(4-(4-chloro-1,2-bis(4-hydroxyphenyl)but-1-en-1-yl)phenoxy)ethyl)piperidin-4-yl)methyl)amino)piperidin-1-yl)-2-(2,6-dioxopiperidin-3-yl)isoindoline ClCCC(=C(C1=CC=C(C=C1)O)C1=CC=C(OCCN2CCC(CC2)CN[C@H]2CN(CCC2)C=2C=C3CN(CC3=CC2)C2C(NC(CC2)=O)=O)C=C1)C1=CC=C(C=C1)O